2-Cyclopropyl-N4,N4-dimethylquinazoline-2,4-diamine C1(CC1)C1(NC2=CC=CC=C2C(=N1)N(C)C)N